CC1(NC(CC(C1)OCCOC1CC(NC(C1)(C)C)(C)C)(C)C)C 1,2-bis(2,2,6,6-tetramethyl-4-piperidinyloxy)ethane